(1S,4R,5S)-4-((6-Chloropyridin-3-yl)methyl)-2-(3-(3-methylpyridin-4-yl)-1H-pyrazol-5-yl)-2-azabicyclo[3.1.0]hexan-3-one ClC1=CC=C(C=N1)C[C@H]1C(N([C@H]2C[C@@H]12)C1=CC(=NN1)C1=C(C=NC=C1)C)=O